2,4,6-trimethylnicotinic acid CC1=C(C(=O)O)C(=CC(=N1)C)C